2-((4-methoxyphenyl)amino)-N-(1-methyl-3-(trifluoromethyl)-1H-pyrazol-5-yl)benzamide COC1=CC=C(C=C1)NC1=C(C(=O)NC2=CC(=NN2C)C(F)(F)F)C=CC=C1